OC=1C(=C(C(C(C(=O)[O-])=C)(O)O)OC1)O Tetrahydroxyfurfurylacrylat